C(#N)C1=CC(=C(C(=O)NC=2SC=CN2)C=C1)NS(=O)(=O)C1=CC=C(C=C1)C 4-cyano-2-((4-methylphenyl)sulfonamido)-N-(thiazol-2-yl)benzamide